tert-butyl 4-(6-((6-acetyl-8-cyclopentyl-5-methyl-7-oxo-7,8-dihydropyrido[2,3-d]pyrimidin-2-yl)amino)pyridin-3-yl)piperazine-1-carboxylate C(C)(=O)C1=C(C2=C(N=C(N=C2)NC2=CC=C(C=N2)N2CCN(CC2)C(=O)OC(C)(C)C)N(C1=O)C1CCCC1)C